CC1(OB(OC1(C)C)C=1C=CC=2C3(C4=CC=CC=C4OC2C1)C1=CC=CC=C1C=1C=CC=CC13)C 4,4,5,5-tetramethyl-2-(spiro[fluorene-9,9'-xanthen]-3'-yl)-1,3,2-dioxaborolan